ClC=1C=C(C2=C(OCCN(S2(=O)=O)[C@H](C(=O)O)C(C)C2=C(C(=CC=C2F)C)C)C1)C(=O)OC (2S)-2-[7-chloro-9-(methoxycarbonyl)-1,1-dioxo-3,4-dihydro-5,1lambda6,2-benzoxathiazepin-2-yl]-3-(6-fluoro-2,3-dimethylphenyl)butanoic acid